7-(4-(2-fluoro-4-methylpyridin-3-yl)cyclohexyl)-3-methyl-5-((3-(trifluoromethyl)pyrazin-2-yl)methyl)pyrido[2,3-b]pyrazin-6(5H)-one FC1=NC=CC(=C1C1CCC(CC1)C1=CC=2C(=NC(=CN2)C)N(C1=O)CC1=NC=CN=C1C(F)(F)F)C